N1(CCCCC1)C1=CC=C(C=C1)SC1=C(C(=CC=C1)N)N ((4-(piperidin-1-yl)phenyl)thio)benzene-1,2-diamine